FC1(CCN(CC1)C1=NC=C(C=N1)C1=CC2=C(N=C3COC[C@@H](N32)C3=CC=CC=C3)C=C1)CO (S)-(4-fluoro-1-(5-(4-phenyl-3,4-dihydro-1H-benzo[4,5]imidazo[2,1-c][1,4]oxazin-7-yl)pyrimidin-2-yl)piperidin-4-yl)methanol